2-bromo-4-[1-methyl-4-(trifluoromethyl)imidazol-2-yl]benzoate BrC1=C(C(=O)[O-])C=CC(=C1)C=1N(C=C(N1)C(F)(F)F)C